CCCCCCCCCCCCCCCCCC/C=C\OC[C@H](COP(=O)([O-])OCC[N+](C)(C)C)OC(=O)CCCCCCCCC/C=C\CCCCCCCC 1-(1Z-eicosenyl)-2-(11Z-eicosenoyl)-glycero-3-phosphocholine